NC1=NC2=CC(=CC=C2C=C1Br)/C=C/[C@@H]1[C@H]([C@H]([C@@H](C1)N1CCC2=C1N=CN=C2N)O)O (1S,2R,3R,5R)-3-((E)-2-(2-amino-3-bromoquinolin-7-yl)ethenyl)-5-(4-Amino-5,6-dihydro-7H-pyrrolo[2,3-d]pyrimidin-7-yl)cyclopentane-1,2-diol